C1(CC1)[C@]1(C(N(C[C@H]1C)C=1C=2N(N=CC1)C=C(C2)C=2C=NN(C2)C2CC1(CN(C1)C)C2)=O)C#N (3R,4S)-3-cyclopropyl-4-methyl-1-(6-(1-(2-methyl-2-azaspiro[3.3]heptan-6-yl)-1H-pyrazol-4-yl)pyrrolo[1,2-b]pyridazin-4-yl)-2-oxopyrrolidine-3-carbonitrile